Ruthenium (II) benzene chloride [Cl-].C1=CC=CC=C1.[Ru+2].[Cl-]